Cl.Cl.N[C@H](CC1=CC2=C(N=C(N=C2NCC2=CC=NC=C2)Cl)N1)C(C)C 6-[(2R)-2-amino-3-methylbutyl]-2-chloro-N-[(pyridin-4-yl)methyl]-7H-pyrrolo[2,3-d]pyrimidin-4-amine dihydrochloride